NC1CC2CC(CC2C1)NC1=NC2=C(C=C(C=C2C=N1)C1(C(C=CC=C1)C1=CC(=C(C=C1)S(=O)(=O)N)Cl)F)CC 4-(2-(((2s,5s)-5-aminooctahydro-pentalen-2-ylamino)-8-ethylquinazolin-6-yl)-2-fluorophenyl)-2-chlorobenzene-sulfonamide